FC(COCC(F)(F)F)(COCC(F)(F)F)F 2,2-difluoro-1,3-bis(2,2,2-trifluoroethoxy)propane